CC=1C(=[N+](C=CC1)C1CCCCCC1)CCC methylpropylcycloheptylpyridinium